ethyl 2-acetamido-3',7-dioxo-2',3',4,7-tetrahydro-5H-spiro[benzo[b]thiophene-6,1'-indene]-3-carboxylate C(C)(=O)NC1=C(C2=C(S1)C(C1(CC(C3=CC=CC=C13)=O)CC2)=O)C(=O)OCC